C(N)(=O)C=1N(N=C2C1NCCC2C2CCN(CC2)C(=O)OC(C)(C)C)C2=CC=C(C=C2)OC2=CC=C(C=C2)Cl tert-butyl 4-{3-carbamoyl-2-[4-(4-chlorophenoxy)phenyl]-4,5,6,7-tetrahydro-2H-pyrazolo[4,3-b]pyridin-7-yl}piperidine-1-carboxylate